tert-butylimino-bis(cyclopentadienyl)ethylniobium C(C)(C)(C)N=[Nb]CC(C1C=CC=C1)C1C=CC=C1